BrC1=CC=C2C(=N1)NC=C2/C=C(/C(=O)N[C@H](C)C2=CC(=C(C=C2)OC)OC)\C#N (R,E)-3-(6-bromo-1H-pyrrolo[2,3-b]pyridin-3-yl)-2-cyano-N-(1-(3,4-dimethoxyphenyl)ethyl)acrylamide